methoxymethyl-1H-indazol COCN1N=CC2=CC=CC=C12